tert-butyl 5-(2,3-diaminophenyl)hexahydropyrrolo[3,4-c]-pyrrole-2(1H)-carboxylate NC1=C(C=CC=C1N)N1CC2C(C1)CN(C2)C(=O)OC(C)(C)C